O1C(OCC1)C1=NN(C2=CC(=CC=C12)\C=N\NC(=S)NC1=C(C=CC=C1)C(C)C)C 1-[(E)-[3-(1,3-dioxolan-2-yl)-1-methylindazol-6-yl]methyleneamino]-3-(2-isopropylphenyl)thiourea